C(C)(C)(C)[C@@H]1N(CCC1C(C)=O)C(=O)OCC=1OC=CC1 furyl-methanol T-Butyl-(R)-3-acetylpyrrolidine-1-carboxylate